methyl-4-[(1-methylcyclopropyl)amino]-N-[4-(propan-2-yl)phenyl]furo[2,3-d]pyrimidine-5-carboxamide CC=1N=C(C2=C(N1)OC=C2C(=O)NC2=CC=C(C=C2)C(C)C)NC2(CC2)C